OC=1C=C(C(=O)O[C@H]2[C@@H](OC3=CC(=CC(=C3C2)O)O)C2=CC(=C(C(=C2)O)O)O)C=C(C1O)O (2S,3R)-5,7-dihydroxy-2-(3,4,5-trihydroxyphenyl)chroman-3-yl 3,4,5-trihydroxybenzoate